tetraethylammonium pentahydrochloride Cl.Cl.Cl.Cl.Cl.C(C)[N+](CC)(CC)CC